3-{5-[(6,7-difluoroquinolin-8-yl)methoxy]-2-fluoro-4-methoxyphenyl}-2,4-dioxo-1H-thieno[3,4-d]pyrimidine-5-carboxylic acid FC=1C=C2C=CC=NC2=C(C1F)COC=1C(=CC(=C(C1)N1C(NC=2C(C1=O)=C(SC2)C(=O)O)=O)F)OC